FC=1C=C(C(=O)NCC2CCC(CC2)N2N=C3C=C(C=CC3=C2)C=2C=NN(C2)C)C=C(C1O)F 3,5-difluoro-4-hydroxy-N-({(1r,4r)-4-[6-(1-methyl-1H-pyrazol-4-yl)-2H-indazol-2-yl]cyclohexyl}methyl)benzamide